FC1=C2C=CN3C2=C(C2=CCCN(C2C3)C)C=C1 3-fluoro-8-methyl-7a,8,9,10-tetrahydro-7H-indolo[7,1-fg][1,7]naphthyridine